magnesium phosphonosuccinate P(=O)(O)(O)C(C(=O)[O-])CC(=O)[O-].[Mg+2]